tetrahydropyran-2-yl-4'-(4,4,5,5-tetramethyl-1,3,2-dioxaborolan-2-yl)spiro[cyclopentane-1,3'-pyrrolo[2,3-b]pyridine]-2'-one O1C(CCCC1)C=1C(=C2C(=NC1)NC(C21CCCC1)=O)B1OC(C(O1)(C)C)(C)C